tert-butyl 2-((1s,3s)-N-ethyl-3-((7-(5-methyl-1,2,4-oxadiazol-3-yl)isoquinolin-1-yl)amino)cyclobutanecarboxamido)-4-methylthiazole-5-carboxylate formate C(=O)O.C(C)N(C(=O)C1CC(C1)NC1=NC=CC2=CC=C(C=C12)C1=NOC(=N1)C)C=1SC(=C(N1)C)C(=O)OC(C)(C)C